C(N1CCOCC1)N1CCOCC1 N,N'-methylenebismorpholine